CS(=O)(=O)CCCC(=O)N 4-(methylsulfonyl)butanamide